chloro-2-(1-((3,3-difluorocyclobutyl)methyl)-1H-pyrazol-4-yl)-7-((2-(trifluoromethyl)-1H-benzo[d]imidazol-5-yl)oxy)quinoxaline ClC=1C(=NC2=CC(=CC=C2N1)OC1=CC2=C(NC(=N2)C(F)(F)F)C=C1)C=1C=NN(C1)CC1CC(C1)(F)F